[Si](C)(C)(C(C)(C)C)OC/C=C/C=1C=CC=C2C=C(N(C12)CC1CC1)C(=O)OC methyl (E)-7-(3-((tert-butyldimethylsilyl) oxy) prop-1-en-1-yl)-1-(cyclopropylmethyl)-1H-indole-2-carboxylate